2,5-dichlorobromobenzene ClC1=C(C=C(C=C1)Cl)Br